O=C1NC(CCC1NC1=CC=C(C=C1)N1CCC(CC1)C(=O)O)=O 1-[4-[(2,6-dioxo-3-piperidinyl)amino]phenyl]piperidine-4-carboxylic acid